C1(CC1)C1=C(C=C(C=C1)[C@@H](NC(=O)[C@H]1N(C[C@@H](C1)F)C(CC1=NOC(N1)=O)=O)C1=CC=CC=C1)F (2S,4R)-N-[(S)-(4-cyclopropyl-3-fluorophenyl)(phenyl)methyl]-4-fluoro-1-[2-(5-oxo-4,5-dihydro-1,2,4-oxadiazol-3-yl)acetyl]pyrrolidine-2-carboxamide